3-((4-((3-chloro-2-fluorophenyl)amino)-6-nitroquinazolin-7-yl)ethynyl)-3-methylazetidine-1-carboxylic acid tert-butyl ester C(C)(C)(C)OC(=O)N1CC(C1)(C)C#CC1=C(C=C2C(=NC=NC2=C1)NC1=C(C(=CC=C1)Cl)F)[N+](=O)[O-]